C1(=CC=CC=C1)[Se] phenylselenium